(S)-4-(7-(4-cyanopyridin-2-yl)-5-cyclopropyl-7H-pyrrolo[2,3-d]pyrimidin-4-yl)-3-methylpiperazine-1-carboxylic acid isopropyl ester C(C)(C)OC(=O)N1C[C@@H](N(CC1)C=1C2=C(N=CN1)N(C=C2C2CC2)C2=NC=CC(=C2)C#N)C